tert-Butyl (R)-4-(5-iodo-7-(3,4,5-trifluorophenyl)-7H-pyrrolo[2,3-d]pyrimidin-4-yl)-2-methylpiperazine-1-carboxylate IC1=CN(C=2N=CN=C(C21)N2C[C@H](N(CC2)C(=O)OC(C)(C)C)C)C2=CC(=C(C(=C2)F)F)F